(R)-6-amino-2-(3-amino-3H-spiro[benzofuran-2,4'-piperidin]-1'-yl)-5-(3-(4-chloro-3-hydroxyphenyl)prop-1-yn-1-yl)-3-methylpyrimidin-4(3H)-one NC1=C(C(N(C(=N1)N1CCC2(CC1)OC1=C([C@H]2N)C=CC=C1)C)=O)C#CCC1=CC(=C(C=C1)Cl)O